2,4,5-tribromo-N-(1-(phenylamino)hexan-2-yl)benzenesulfonamide BrC1=C(C=C(C(=C1)Br)Br)S(=O)(=O)NC(CNC1=CC=CC=C1)CCCC